L-azidohomoalanine N[C@@H](CCN=[N+]=[N-])C(=O)O